C(C1=CC=CC=C1)N1[C@@H](CN(C[C@@H](C1)O)C(=O)OC(C)(C)C)CCO[Si](C)(C)C(C)(C)C tert-Butyl (3R,6R)-4-benzyl-3-[2-[tert-butyl(dimethyl)silyl]oxyethyl]-6-hydroxy-1,4-diazepane-1-carboxylate